ClC1=NC2=NC=CC=C2C(=C1)NC1CCN(CC1)C 2-chloro-N-(1-methylpiperidin-4-yl)-1,8-naphthyridin-4-amine